di-benzoyl peroxide phthalate C(C=1C(C(=O)O)=CC=CC1)(=O)O.C(C1=CC=CC=C1)(=O)OOC(C1=CC=CC=C1)=O